CC1=C(C=C(C=C1)[N+](=O)[O-])[C@@H]1[C@@H](CC1)C(=O)N(C(OC(C)(C)C)=O)C=1C=CC=C2C=CC=NC12 tert-butyl (cis-2-(2-methyl-5-nitrophenyl)cyclobutane-1-carbonyl)(quinolin-8-yl)carbamate